4,8-Dichloro-N-(4-(trifluoromethoxy)phenyl)-chinolin-2-amin ClC1=CC(=NC2=C(C=CC=C12)Cl)NC1=CC=C(C=C1)OC(F)(F)F